(R)-6-(1-(5'-((dimethylamino)methyl)-7'-((2-(methylamino)-1H-imidazol-1-yl)methyl-yl)-1'-keto-1'H-spiro[cyclobutane-1,4'-isoquinoline]-2'(3'H)-yl)ethyl)-4-ethoxynicotinonitrile CN(C)CC1=C2C3(CN(C(C2=CC(C1)=CN1C(=NC=C1)NC)=O)[C@H](C)C1=NC=C(C#N)C(=C1)OCC)CCC3